tri(ethylhexanol) citrate C(CC(O)(C(=O)O)CC(=O)O)(=O)O.C(C)C(CCCCC)O.C(C)C(CCCCC)O.C(C)C(CCCCC)O